ClC=1C(=NC=CC1)N1NC(CC1C(=O)OC(C)C)=O isopropyl 1-(3-chloropyridin-2-yl)-3-oxo-pyrazolidine-5-carboxylate